C(C)(C)(C)OC(=O)N1CC(C1)C1=CC(=C(C=N1)CN1CCC(CC1)C(=O)OC)C methyl 1-((6-(1-(tert-butoxycarbonyl)azetidin-3-yl)-4-methylpyridin-3-yl)methyl)piperidine-4-carboxylate